6-methoxy-1-(tetrahydro-2H-pyran-2-yl)-4-((trimethylsilyl)ethynyl)-1H-indazole COC1=CC(=C2C=NN(C2=C1)C1OCCCC1)C#C[Si](C)(C)C